N[C@@H](CC(=O)N1[C@H](C2CCC1C2)C2=NC(=NO2)C2=CC=CC=C2)CC2=C(C=C(C(=C2)F)F)F Exo-(3R)-3-amino-1-[(2R)-2-(3-phenyl-1,2,4-oxadiazol-5-yl)-3-azabicyclo[2.2.1]heptan-3-yl]-4-(2,4,5-trifluorophenyl)butan-1-one